FC(C(=O)NCC(C)(SSCOCC#C)C)(F)F 2,2,2-trifluoro-N-(2-methyl-2-(((prop-2-yn-1-yloxy)methyl)dithio)propyl)acetamide